3-(4-acetylpiperazin-1-yl)-6-(naphthalen-1-yl)-1-(piperazin-1-yl)-5,6,7,8-tetrahydro-2,6-naphthyridine-4-carbonitrile hydrochloride Cl.C(C)(=O)N1CCN(CC1)C=1N=C(C=2CCN(CC2C1C#N)C1=CC=CC2=CC=CC=C12)N1CCNCC1